CN1N=C2C=CC(=CC2=C1C(=O)NC1CCO1)OCC1=C(N=CS1)C 2-methyl-5-[(4-methyl-1,3-thiazol-5-yl)methoxy]-N-(oxetan-4-yl)-2H-indazole-3-carboxamide